3,6-diphenyl-9-(4-(4-(2,2'',6,6''-tetraphenyl-[4,2':6',4''-terpyridin]-4'-yl)phenyl)pyridin-2-yl)-9H-carbazole C1(=CC=CC=C1)C=1C=CC=2N(C3=CC=C(C=C3C2C1)C1=CC=CC=C1)C1=NC=CC(=C1)C1=CC=C(C=C1)C1=CC(=NC(=C1)C1=CC(=NC(=C1)C1=CC=CC=C1)C1=CC=CC=C1)C1=CC(=NC(=C1)C1=CC=CC=C1)C1=CC=CC=C1